(R)-8-(1-((2-((difluoromethyl)sulfonyl)phenyl)amino)eth-yl)-2-(4,4-dimethylpiperidin-1-yl)-6-methyl-4H-chromen-4-one FC(S(=O)(=O)C1=C(C=CC=C1)N[C@H](C)C=1C=C(C=C2C(C=C(OC12)N1CCC(CC1)(C)C)=O)C)F